tert-butyl (R)-5-(1-(tert-butyl)-1H-1,2,3-triazole-4-carboxamido)-8-(2-((1-isopropyl-1H-pyrazol-4-yl)amino)pyrimidin-4-yl)-1,3,4,5-tetrahydro-2H-benzo[c]azepine-2-carboxylate C(C)(C)(C)N1N=NC(=C1)C(=O)N[C@H]1C2=C(CN(CC1)C(=O)OC(C)(C)C)C=C(C=C2)C2=NC(=NC=C2)NC=2C=NN(C2)C(C)C